(tert-Butyldimethylsilanyloxy)ethan-1,2-d-1-ol [Si](C)(C)(C(C)(C)C)OC(C[2H])(O)[2H]